O=C1C(=C[N+](=C2N1C=CC=C2)CC=2C=NC=NC2)C2=CN(C1=CC=CC=C21)CCC 4-oxo-3-(1-propyl-1H-indol-3-yl)-1-(pyrimidin-5-ylmethyl)-4H-pyrido[1,2-a]pyrimidinium